Ethyl 6-hydroxy-5-vinyl-2-pyridinecarboxylate OC1=C(C=CC(=N1)C(=O)OCC)C=C